ClC1=CC=C(C=C1)CCC1=NOC(=N1)CN1N=CC(=C(C1=O)C)NCC1=CC=C(C=C1)OC 2-({3-[2-(4-chlorophenyl)ethyl]-1,2,4-oxadiazol-5-yl}methyl)-5-{[(4-methoxyphenyl)methyl]amino}-4-methyl-2,3-dihydropyridazin-3-one